ClC1=C(C=CC=C1B1OC(C(O1)(C)C)(C)C)NC1=NOC2=C1C=CC(=C2)C(OC)OC N-(2-chloro-3-(4,4,5,5-tetramethyl-1,3,2-dioxaborolan-2-yl)phenyl)-6-(dimethoxymethyl)benzo[d]Isoxazol-3-amine